ClC1=C(N=C(N1C)C=1C=NC(=CC1)F)C1=C(C=C(OCC2=NC=C(C=C2)C(F)(F)F)C=C1)OC 2-[[4-(5-chloro-2-(6-fluoropyridin-3-yl)-1-methyl-1H-imidazol-4-yl)-3-methoxyphenoxy]methyl]-5-(trifluoromethyl)pyridine